N-(2-bromo-4-methoxy-3-methylphenyl)pivaloyl-amide BrC1=C(C=CC(=C1C)OC)[N-]C(C(C)(C)C)=O